(2S,3S)-2-(aminomethyl)-3-methylpentanoic acid NC[C@@H](C(=O)O)[C@H](CC)C